2-chloro-5-[1-[3-chloro-5-[1-(3,5-dichlorophenyl)-1,2,2,2-tetrafluoro-ethyl]-1-methyl-pyrrol-2-yl]pyrazol-4-yl]-N-(1-cyanocyclopropyl)benzamide ClC1=C(C(=O)NC2(CC2)C#N)C=C(C=C1)C=1C=NN(C1)C=1N(C(=CC1Cl)C(C(F)(F)F)(F)C1=CC(=CC(=C1)Cl)Cl)C